3-Amino-5-(2,2-difluoroethoxy)-4-(7-fluoro-1H-indazol-4-yl)-8-methyl-1H-1,7-naphthyridin-2-one NC=1C(NC2=C(N=CC(=C2C1C1=C2C=NNC2=C(C=C1)F)OCC(F)F)C)=O